ClC1=C(C=C(C(=C1)OC1=CC(=CC=C1)S(=O)(=NC1=CC=CC=C1)C)C)N=CN(C)CC N'-(2-chloro-5-methyl-4-(3-(S-methyl-N-phenylsulfonimidoyl)phenoxy)phenyl)-N-ethyl-N-methylformimidamide